tert-butyl (R)-3-((S)-1-(tert-butoxy)-3-(3-fluoro-5-hydroxyphenyl)-1-oxopropane-2-yl)pyrrolidine-1-carboxylate C(C)(C)(C)OC([C@@H](CC1=CC(=CC(=C1)O)F)[C@@H]1CN(CC1)C(=O)OC(C)(C)C)=O